tert-butyl 6-[4-[7-chloro-2-[1-(6,7-dihydro-5H-pyrrolo[1,2-c]imidazol-1-yl)-2-ethoxy-2-oxo-ethyl]-3-oxo-isoindol-5-yl] phenyl]-2,6-diazaspiro[3.3]heptane-2-carboxylate ClC=1C=C(C=C2C(N(CC12)C(C(=O)OCC)C1=C2N(C=N1)CCC2)=O)C2=CC=C(C=C2)N2CC1(CN(C1)C(=O)OC(C)(C)C)C2